p-methylbenzene sodium [Na].CC1=CC=CC=C1